(S)-N'-((3-fluoro-6-(2-methoxypyridin-4-yl)-2-methylphenyl)carbamoyl)-6,7-dihydro-5H-pyrazolo[5,1-b][1,3]oxazine-3-sulfonimidamide FC=1C(=C(C(=CC1)C1=CC(=NC=C1)OC)NC(=O)N=[S@@](=O)(N)C=1C=NN2C1OCCC2)C